(S)-3-(5-(((3R*,4S*)-4-cyclopentylpyrrolidin-3-yl)oxy)-1-oxoisoindolin-2-yl)-piperidine-2,6-dione C1(CCCC1)[C@@H]1[C@H](CNC1)OC=1C=C2CN(C(C2=CC1)=O)[C@@H]1C(NC(CC1)=O)=O |o1:5,6|